ClC=1C=2C(N(C(N1)=O)C)=CN(N2)C2OCCCC2 7-chloro-4-methyl-2-(tetrahydro-2H-pyran-2-yl)-2,4-dihydro-5H-pyrazolo[4,3-d]pyrimidin-5-one